N-methyl-N,N-diethylphenylammonium C[N+](CC)(CC)C1=CC=CC=C1